(S)-methyl 2-((2S,4S)-4-cyclohexyl-1-(7-fluoro-1H-indole-2-carbonyl)pyrrolidine-2-carboxamido)-3-((S)-2-oxopyrrolidin-3-yl)propanoate C1(CCCCC1)[C@@H]1C[C@H](N(C1)C(=O)C=1NC2=C(C=CC=C2C1)F)C(=O)N[C@H](C(=O)OC)C[C@H]1C(NCC1)=O